4-(3-Fluoro-benzyloxy)-5-(2,5,8,11,14-pentaoxa-18,20-diaza-tricyclo[13.8.0.017,22]tricosa-16,18,20,22-tetraen-21-ylamino)-benzonitrile FC=1C=C(COC2=CC=C(C#N)C=C2NC2=NC=NC3=CC4OCCOCCOCCOCCOC4C=C23)C=CC1